tert-butyl 4-(5-((4-(4-(3-oxa-8-azabicyclo[3.2.1]octan-8-yl)-7-((2-(trimethylsilyl)ethoxy)methyl)-7H-pyrrolo[2,3-d]pyrimidin-6-yl)phenyl)amino)pyrimidin-2-yl)piperazine-1-carboxylate C12COCC(CC1)N2C=2C1=C(N=CN2)N(C(=C1)C1=CC=C(C=C1)NC=1C=NC(=NC1)N1CCN(CC1)C(=O)OC(C)(C)C)COCC[Si](C)(C)C